6-tert-butyl-2-isopropylanisole C(C)(C)(C)C1=CC=CC(=C1OC)C(C)C